4-chloro-2-(2-chloro-2-methylpropyl)-5-(6-iodo-3-pyridylmethoxy)pyridazin-3(2H)-one ClC=1C(N(N=CC1OCC=1C=NC(=CC1)I)CC(C)(C)Cl)=O